N1(CCC2=CC=CC=C12)CCNS(=O)(=O)C1=CC=C(C=C1)OC(F)(F)F N-(2-(indolin-1-yl)ethyl)-4-(trifluoromethoxy)benzenesulfonamide